tert-butyl 2-[2-(3-methoxycarbonylphenoxy)ethyl]-4-[6-(methylcarbamoyl)imidazo[1,2-a]pyridin-2-yl]-3-oxo-piperazine-1-carboxylate COC(=O)C=1C=C(OCCC2N(CCN(C2=O)C=2N=C3N(C=C(C=C3)C(NC)=O)C2)C(=O)OC(C)(C)C)C=CC1